N-(2-fluoro-6-(1-isopropyl-1,2,3,6-tetrahydropyridin-4-yl)phenyl)-4-(5-((1S,2S)-2-fluorocyclopropyl)-1,2,4-oxadiazol-3-yl)-4-methylpiperidine-1-carboxamide FC1=C(C(=CC=C1)C=1CCN(CC1)C(C)C)NC(=O)N1CCC(CC1)(C)C1=NOC(=N1)[C@H]1[C@H](C1)F